S1C=NC(=C1)C1=CC=C(C=C1)O 4-(thiazol-4-yl)phenol